BrC=1SC2=C(N1)C1=C(CCO1)C(=C2)C(=O)OC methyl 2-bromo-6,7-dihydrobenzofuro[7,6-d]thiazole-5-carboxylate